C(C=C)(=O)OCCCCCCCCC[Si](OCC)(OCC)OCC acryloxynonyltriethoxysilane